BrC=1C=C2CCN(C(C2=CC1)=O)C(C)C 6-bromo-2-isopropyl-3,4-dihydroisoquinolin-1(2H)-one